1-(3-methoxy-3-methylcyclopentyl)-3-methyl-N-(7-methyl-[1,2,4]triazolo[1,5-a]pyridin-6-yl)-1H-pyrazolo[3,4-d]pyrimidin-6-amine COC1(CC(CC1)N1N=C(C=2C1=NC(=NC2)NC=2C(=CC=1N(C2)N=CN1)C)C)C